ClC1=C(C=C(C(=O)N2CCC(CC2)O[C@H]2[C@@H](CN(CC2)C(=O)OC(C)(C)C)F)C=C1)N1C(NC(CC1)=O)=O tert-butyl (3R,4R)-4-((1-(4-chloro-3-(2,4-dioxotetrahydropyrimidin-1(2H)-yl) benzoyl) piperidin-4-yl) oxy)-3-fluoropiperidine-1-carboxylate